COC1=NC(=CC=C1)OC 2,6-dimethoxypyridin